3-((1H-benzo[d]imidazol-2-yl)methyl)-6-((5-((3S,4S)-4-amino-3-methyl-2-oxa-8-Azaspiro[4.5]decan-8-yl)pyrazin-2-yl)thio)-5-chloroquinazolin-4(3H)-one N1C(=NC2=C1C=CC=C2)CN2C=NC1=CC=C(C(=C1C2=O)Cl)SC2=NC=C(N=C2)N2CCC1([C@@H]([C@@H](OC1)C)N)CC2